N2,N4-di((1R,5S)-3-oxabicyclo[3.1.0]hexan-6-yl)-6-(6-chloropyridin-2-yl)-1,3,5-triazine-2,4-diamine [C@H]12COC[C@@H]2C1NC1=NC(=NC(=N1)NC1[C@H]2COC[C@@H]12)C1=NC(=CC=C1)Cl